OC=1C=C(C=CC1O)/C=C/C(=O)OCC=CC1=CC=CC=C1 Cinnamyl (E)-3-(3,4-dihydroxyphenyl)acrylate